C(#C)C=1C=CC(=C(C1)O)C1=NN=C(C2=CC=CC=C12)N[C@H]1CN(CCC1)C (R)-5-ethynyl-2-(4-((1-methylpiperidin-3-yl)amino)phthalazin-1-yl)phenol